1-(5-chloro-4-(5,5-dimethyl-5,6-dihydro-4H-pyrrolo[1,2-b]pyrazol-3-yl)pyridin-2-yl)-3-((1r,4r)-4-(dimethylamino)cyclohexyl)urea ClC=1C(=CC(=NC1)NC(=O)NC1CCC(CC1)N(C)C)C1=C2N(N=C1)CC(C2)(C)C